N-[(1S)-2-[[3'-(2,6-difluorobenzoyl)spiro[1,3-dioxol-2,6'-4,5,7,8-tetrahydrocyclohepta[b]thiophen]-2'-yl]amino]-1-methyl-2-oxo-ethyl]carbamic acid benzyl ester C(C1=CC=CC=C1)OC(N[C@H](C(=O)NC1=C(C2=C(S1)CCC1(CC2)OC=CO1)C(C1=C(C=CC=C1F)F)=O)C)=O